2-amino-5-(1-(1-(4,4-difluorocyclohexyl)piperidin-4-yl)-1H-indazol-5-yl)-N-(4-hydroxy-bicyclo[2.2.2]oct-1-yl)nicotinamide NC1=C(C(=O)NC23CCC(CC2)(CC3)O)C=C(C=N1)C=1C=C3C=NN(C3=CC1)C1CCN(CC1)C1CCC(CC1)(F)F